O=C1C=CN=C2N1C=CC=C2N2N=CC(=C2C(F)(F)F)C(=O)NC2=CC(=NC=C2)C(F)(F)F 1-(4-Oxo-4H-pyrido[1,2-a]pyrimidin-9-yl)-5-trifluoromethyl-N-(2-trifluoromethylpyridin-4-yl)-1H-pyrazole-4-carboxamide